O[C@@H]1C(CCCC1)C=1C=C(C=CC1)S(=O)(=O)N 3-((2S,2S)-2-hydroxycyclohexyl)benzenesulfonamide